5-chloro-1-methyl-6-vinylpyridin-2(1H)-one ClC=1C=CC(N(C1C=C)C)=O